6-chloro-4-((1-methylpiperidin-4-yl)methylamino)-N-(2,2,2-trifluoroethyl)pyridazine-3-carboxamide ClC1=CC(=C(N=N1)C(=O)NCC(F)(F)F)NCC1CCN(CC1)C